methyl (2R,3R)-2-(4-hydroxyphenyl)-5-((E)-3-isopropoxy-3-oxoprop-1-en-1-yl)-2,3-dihydrobenzofuran-3-carboxylate OC1=CC=C(C=C1)[C@@H]1OC2=C([C@H]1C(=O)OC)C=C(C=C2)\C=C\C(=O)OC(C)C